C(C)(C)(C)OC(NC1(CCN(CC1)C=1N=C(C2=C(N1)NC=C2C2=C(C1=C(N(N=C1C=C2)C)Cl)Cl)C#N)C2=C(C=CC=C2)F)=O (1-(5-(3,4-dichloro-2-methyl-2H-indazol-5-yl)-4-cyano-7H-pyrrolo[2,3-d]pyrimidin-2-yl)-4-(2-fluorophenyl)piperidin-4-yl)carbamic acid tert-butyl ester